(S)-1-(6-{2-Amino-2-[2-(benzo[d]isoxazol-3-yl)phenyl]ethyl}pyridine-2-yl)-3-methylurea hydrochloride Cl.N[C@@H](CC1=CC=CC(=N1)NC(=O)NC)C1=C(C=CC=C1)C1=NOC2=C1C=CC=C2